ClC1=NC=2C=CC3=C(C2C=C1)C1=C(S3)C(N[C@@H](CN1)C)=O (R)-3-chloro-10-methyl-9,10,11,12-tetrahydro-8H-[1,4]diazepino[5',6':4,5]thieno[3,2-f]quinolin-8-one